(R)-2-((1-(2-(isoindolin-2-yl)-3,7-dimethyl-4-oxo-4H-pyrido[1,2-a]pyrimidin-9-yl)ethyl)amino)benzoic acid C1N(CC2=CC=CC=C12)C=1N=C2N(C(C1C)=O)C=C(C=C2[C@@H](C)NC2=C(C(=O)O)C=CC=C2)C